C(C)OC=1C(=CNC(C1)=O)C1=CC(=C(C=C1)CC(=O)NC=1C=C(C(=O)N)C=C(C1)C(F)(F)F)F 3-(2-(4-(4-ethoxy-6-oxo-1,6-dihydropyridin-3-yl)-2-fluorophenyl)acetamido)-5-(trifluoromethyl)benzamide